FC1=CC=C(COCC23CCC(CC2)(N3)[C@@H](O)C=3C=NC=C(C3)F)C=C1 (S)-(4-(((4-Fluorobenzyl)oxy)methyl)-7-azabicyclo[2.2.1]heptan-1-yl)(5-fluoropyridin-3-yl)methanol